FC=1C(=NC=CC1)CNC(=O)C1CN(C1)C1=CC(=C2C(C(=CN(C2=N1)C1=NC=NS1)C(=O)O)=O)C 7-(3-{[(3-fluoropyridin-2-yl)methyl]carbamoyl}azetidin-1-yl)-5-methyl-4-oxo-1-(1,2,4-thiadiazol-5-yl)-1,4-dihydro-1,8-naphthyridine-3-carboxylic acid